α-cyanoethyl methacrylate C(C(=C)C)(=O)OC(C)C#N